CC1=CC=2C3=NN(C=4C=CC(O[C@H](COCCCOC(=N1)N2)C)=CC34)C3OCCCC3 (13S)-4,13-dimethyl-19-(oxan-2-yl)-7,11,14-trioxa-5,19,20,23-tetraazatetracyclo[13.5.2.12,6.018,21]tricosa-1(20),2(23),3,5,15(22),16,18(21)-heptaene